1-(2-Chloro-5-iodophenyl)dihydropyrimidine-2,4(1H,3H)-dione ClC1=C(C=C(C=C1)I)N1C(NC(CC1)=O)=O